butyl-(5S)-5-({2-[4-(butoxycarbonyl) phenyl] ethyl}[2-(2-{[3-chloro-4'-(trifluoromethyl) [biphenyl]-4-yl] methoxy} phenyl) ethyl] amino)-5,6,7,8-tetrahydroquinoline-2-carboxylate C(CCC)OC(=O)C1=NC=2CCC[C@@H](C2C=C1)N(CCC1=C(C=CC=C1)OCC1=C(C=C(C=C1)C1=CC=C(C=C1)C(F)(F)F)Cl)CCC1=CC=C(C=C1)C(=O)OCCCC